OC(C(=O)N1CCC(CC1)NC1=C2C=C(N(C2=CC=C1)CC(F)(F)F)C#CCNC1=C(C=C(C=C1)S(=O)(=O)C)OC)C 2-hydroxy-1-{4-[(2-{3-[(4-methanesulfonyl-2-methoxyphenyl)amino]prop-1-yn-1-yl}-1-(2,2,2-trifluoroethyl)-1H-indol-4-yl)amino]piperidin-1-yl}propan-1-one